S1SC(=CC1)C1=CC(=CC=C1C(=O)OCC1=C(C(=C(C=C1C)C(C)(C)C)O)C)C(=O)OCC1=C(C(=C(C=C1C)C(C)(C)C)O)C bis-(4-tert-butyl-3-hydroxy-2,6-dimethylbenzyl) dithiol-terephthalate